phenylacetic acid n-butyl ester C(CCC)OC(CC1=CC=CC=C1)=O